1,3-diisocyanatocyclohexane N(=C=O)C1CC(CCC1)N=C=O